NC1=C2N=CN(C2=NC(=N1)Cl)[C@H]1[C@H]([C@@H]([C@H](O1)CO[C@@](CC1=CC=C(C=C1)C1=CC=C(C=C1)C(=O)O)(C=1N=CSC1)C(=O)O)O)F 4'-((S)-2-(((2R,3R,4S,5R)-5-(6-amino-2-chloro-9H-purin-9-yl)-4-fluoro-3-hydroxytetrahydro-furan-2-yl)methoxy)-2-carboxy-2-(thiazol-4-yl)ethyl)-[1,1'-biphenyl]-4-carboxylic acid